C(C)(C)(C)OC(=O)N1CC2(C1)CCN(CC2)C(C2=CC=CC=C2)C#N 7-(cyano(phenyl)methyl)-2,7-diazaspiro[3.5]nonane-2-carboxylic acid tert-butyl ester